C1(=[C-]C(=CC=C1)C=O)OC anisoleideal